C(C)N1N=C2N=C(C=NC2=C1)N[C@@H](C)C=1C=C(C=CC1C)NC(CC=1C=NC=C(C1)F)=O (S)-N-(3-(1-((2-ethyl-2H-pyrazolo[3,4-b]pyrazin-6-yl)amino)ethyl)-4-methylphenyl)-2-(5-fluoropyridin-3-yl)acetamide